(R)-5-(8-Methoxy-[1,2,4]triazolo[1,5-a]pyridin-6-yl)-6-methyl-1-(piperidin-3-yl)-1,3-dihydro-2H-benzo[d]imidazol-2-on COC=1C=2N(C=C(C1)C1=CC3=C(N(C(N3)=O)[C@H]3CNCCC3)C=C1C)N=CN2